OC1=NC=NC(=C1[C@@H](CC(=O)OC)C)O Methyl (R)-3-(4,6-Dihydroxypyrimidin-5-Yl)Butanoate